FC(C1=CC(=C(N)C=C1F)F)F 4-difluoromethyl-2,5-difluoroaniline